7-bromo-5-isopropylbenzo[b]thiophene-2-carboxylic acid ethyl ester C(C)OC(=O)C1=CC2=C(S1)C(=CC(=C2)C(C)C)Br